2-(2,6-dioxopiperidin-3-yl)-5-(2-(4-(1-(5-methoxy-2-(1-methyl-1H-pyrazol-4-yl)-4-nitrophenyl)piperidin-4-yl)piperazin-1-yl)-7-azaspiro[3.5]nonan-7-yl)isoindoline-1,3-dione O=C1NC(CCC1N1C(C2=CC=C(C=C2C1=O)N1CCC2(CC(C2)N2CCN(CC2)C2CCN(CC2)C2=C(C=C(C(=C2)OC)[N+](=O)[O-])C=2C=NN(C2)C)CC1)=O)=O